C(C1=CC=CC=C1)N1CC(CC1)C=1NC(=C(N1)C)C1=CC=C(C=C1)Cl 2-(1-benzylpyrrolidin-3-yl)-5-(4-chlorophenyl)-4-methyl-1H-imidazole